3-(4-((1R,5S)-3,8-diazabicyclo[3.2.1]octan-3-yl)-6,8-difluoro-2-(((2R,7aS)-2-fluorotetrahydro-1H-pyrrolizin-7a(5H)-yl)methoxy)quinazolin-7-yl)-4-cyclopropylaniline [C@H]12CN(C[C@H](CC1)N2)C2=NC(=NC1=C(C(=C(C=C21)F)C=2C=C(N)C=CC2C2CC2)F)OC[C@]21CCCN1C[C@@H](C2)F